COC1=CC=NC(=C1C(=O)O)NC12CC(C1)(C2)N2CCOCC2 4-Methoxy-2-((3-morpholinobicyclo[1.1.1]pentan-1-yl)amino)nicotinic acid